6-methyl-N-phenyl-[1,2,4]triazolo[4,3-b]pyridazin-3-amine CC=1C=CC=2N(N1)C(=NN2)NC2=CC=CC=C2